CC1(CCN(CC1)CC(=O)NC1=NOC=C1)C 2-(4,4-dimethylpiperidin-1-yl)-N-(isoxazol-3-yl)acetamide